(2-(2,2-difluoroethyl)-3-fluoro-4-(6-(1-methyl-1H-pyrazol-4-yl)pyrrolo[2,1-f][1,2,4]triazin-4-yl)phenyl)methanamine hydrochloride Cl.FC(CC1=C(C=CC(=C1F)C1=NC=NN2C1=CC(=C2)C=2C=NN(C2)C)CN)F